ClC=1C=CC=2N(C1)C(=CN2)C2=CN=CC(=N2)N2C[C@H](OCC2)CNS(=O)(=O)C (S)-N-((4-(6-(6-chloroimidazo[1,2-a]pyridin-3-yl)pyrazin-2-yl)morpholin-2-yl)methyl)methanesulfonamide